FC(C1=C(COC2=C(C=C(C=C2)\C=C(\C(=O)NOC2OCCCC2)/C(F)(F)F)OC)C=CC(=C1)C(F)(F)F)(F)F (Z)-3-(4-((2,4-bis(trifluoromethyl)benzyl)oxy)-3-methoxyphenyl)-N-((tetrahydro-2H-pyran-2-yl)oxy)-2-(trifluoromethyl)acrylamide